CC1=CC=C(CCN2N=CC(=C2)C(=O)OCC)C=C1 ethyl 1-(4-methylphenethyl)-1H-pyrazole-4-carboxylate